4-(6-((4-(cyclopropanecarbonyl)-2-fluoro-5-methoxybenzyl)oxy)pyridin-2-yl)piperidine tert-butyl-pyridine-1-carboxylate C(C)(C)(C)OC(=O)N1CC=CC=C1.C1(CC1)C(=O)C1=CC(=C(COC2=CC=CC(=N2)C2CCNCC2)C=C1OC)F